C(C)(C)(C)OC(=O)NC1=CC(=C(C=C1)C1=CC=C(S1)C(=O)O)OC 5-(4-((tert-butoxycarbonyl)amino)-2-methoxyphenyl)thiophene-2-carboxylic acid